(2S,4R)-1-((S)-2-cyclohexyl-2-(4-cyclopropyl-1H-1,2,3-triazol-1-yl)acetyl)-4-hydroxy-N-(4-(4-methylthiazol-5-yl)benzyl)pyrrolidine-2-carboxamide C1(CCCCC1)[C@@H](C(=O)N1[C@@H](C[C@H](C1)O)C(=O)NCC1=CC=C(C=C1)C1=C(N=CS1)C)N1N=NC(=C1)C1CC1